Cl.O1COC2=C1C=CC(=C2)CNS(=O)(=O)C=2C=C(C=CC2)C[C@H](C(=O)O)[C@@H]2CNCC2 (2S)-3-{3-[(1,3-Benzodioxol-5-ylmethyl)sulfamoyl]phenyl}-2-[(3R)-pyrrolidin-3-yl]propanoic acid hydrochloride